2-hydroxy-4-methyl-N-(2-(4-methyl-1H-indol-3-yl)ethyl)benzamide OC1=C(C(=O)NCCC2=CNC3=CC=CC(=C23)C)C=CC(=C1)C